C(C)OC(C(C(C)CC(C)C)(C#N)CC(C)C)=O 2,3-diisobutyl-2-cyanobutanoic acid-1-ethyl ester